(2R,3S)-2-(3-(5-bromo-4-fluoro-1H-benzo[d]imidazol-1-yl)propyl)piperidin-3-ol dihydrochloride Cl.Cl.BrC1=C(C2=C(N(C=N2)CCC[C@H]2NCCC[C@@H]2O)C=C1)F